3-(tert-butyl)-N-(2-methyl-4-(5-(2-(N-methylacrylamido)ethoxy)pyrimidin-4-yl)benzyl)-1,2,4-oxadiazole-5-carboxamide C(C)(C)(C)C1=NOC(=N1)C(=O)NCC1=C(C=C(C=C1)C1=NC=NC=C1OCCN(C(C=C)=O)C)C